(S)-trifluoro(3-methylpiperidin-1-yl)methyl-potassium borate B(O)(O)O.F[C@@]1(C(N(CCC1)C[K])(F)F)C